isopropyl (2R,3S,5R)-3-((difluoromethyl)sulfonamido)-2-(((6-(5-fluoropyrimidin-2-yl)bicyclo[4.1.0]heptan-3-yl)oxy)methyl)-5-methylpyrrolidine-1-carboxylate FC(S(=O)(=O)N[C@@H]1[C@@H](N([C@@H](C1)C)C(=O)OC(C)C)COC1CC2CC2(CC1)C1=NC=C(C=N1)F)F